5-(2,4-difluorophenyl)-N-[2-[6-(2,4-dimethoxypyrimidin-5-yl)-2-pyridyl]-2-(1-methylpyrazol-4-yl)propyl]isoxazole-3-carboxamide FC1=C(C=CC(=C1)F)C1=CC(=NO1)C(=O)NCC(C)(C=1C=NN(C1)C)C1=NC(=CC=C1)C=1C(=NC(=NC1)OC)OC